5,6-dihydroxyindoline-2-carboxylic acid OC=1C=C2CC(NC2=CC1O)C(=O)O